2-(2-Chloro-5-(1-hydroxyethyl)-8-oxothieno[2',3':4,5]pyrrolo[1,2-d][1,2,4]triazin-7(8H)-yl)-N-((R)-1-methylpiperidin-3-yl)acetamid ClC1=CC2=C(C=C3N2C(=NN(C3=O)CC(=O)N[C@H]3CN(CCC3)C)C(C)O)S1